C(C)OCC(C)(C)C1OCCC(C1)=C 2-(2-ethoxy-1,1-dimethyl-ethyl)-4-methylene-tetrahydropyran